C(CCC)[Hf]CCCC Di-n-butyl-hafnium